N1N=NC=C1.[Na] sodium triazol